CN(CCN1N=CC(=C1)C1=CC=C(C(=C1C#N)N1CCC(CC1)C1=NN=CN1C)C=1C=NC(=CC1)F)C 6-(1-(2-(dimethylamino)ethyl)-1H-pyrazol-4-yl)-3-(6-fluoropyridin-3-yl)-2-(4-(4-methyl-4H-1,2,4-triazol-3-yl)piperidin-1-yl)benzonitrile